2H-pyran-3,4,5-triacetate O1CC(=C(C(=C1)CC(=O)[O-])CC(=O)[O-])CC(=O)[O-]